NC(C(=O)NC1=NC=CC(=C1)[C@@H](COC)N1C(N[C@@H](C1)C(F)(F)F)=O)[C@@H]1CC(CCC1)(F)F 2-amino-2-((S)-3,3-difluorocyclohexyl)-N-(4-((S)-2-methoxy-1-((S)-2-oxo-4-(trifluoro-methyl)imidazolidin-1-yl)ethyl)pyridin-2-yl)acetamide